C(C)(C)O monoisopropyl alcohol